ClC1=CC=C(CN2C(=NC=3N(C(N(C(C23)=O)CCCO)=O)C)OC2=C(C#N)C=CC=C2)C=C1 2-((7-(4-chlorobenzyl)-1-(3-hydroxypropyl)-3-methyl-2,6-dioxo-2,3,6,7-tetrahydro-1H-purin-8-yl)oxy)benzonitrile